1,4-Divinylcyclohexan C(=C)C1CCC(CC1)C=C